CC1=C(C=CC(=C1)C)N(C=1C=C(C(=O)N2CCN(CC2)CC2=NC3=C(N2C[C@H]2OCC2)C=C(C=C3)C(=O)O)C=CC1)C 2-[(4-{3-[(2,4-dimethylphenyl)(methyl)amino]benzoyl}piperazin-1-yl)methyl]-1-{[(2S)-oxetan-2-yl]methyl}-1H-1,3-benzodiazole-6-carboxylic acid